CN(C1(CCC2(CN(C(N2)=O)C=2C=NC(=CC2C)C2=CC=NC=C2)CC1)C1=CC=CC=C1)C cis-8-dimethylamino-3-(4-methyl-6-pyridin-4-yl-pyridin-3-yl)-8-phenyl-1,3-diazaspiro[4.5]decan-2-one